(S)-N-(1-(4-(trifluoromethoxy)phenyl)ethyl)-2-(1,3,7-trimethyl-4-oxo-1,4-dihydro-5H-pyrazolo[3,4-d]pyridazin-5-yl)acetamide FC(OC1=CC=C(C=C1)[C@H](C)NC(CN1N=C(C2=C(C1=O)C(=NN2C)C)C)=O)(F)F